C(C)(C)SC1=C(N=CS1)C1=CCC(CC1)C(F)(F)F 5-(isopropylsulfanyl)-4-(4-(trifluoromethyl)cyclohex-1-en-1-yl)thiazol